C(CCC)OC1=NN2C(C(=N1)N)=NC=C2CC2=CC=C(C=C2)CN2CCCCC2 butoxy-7-(4-(piperidin-1-ylmethyl)benzyl)imidazo[2,1-f][1,2,4]triazin-4-amine